COC1=C(C(=O)N=S(C2=NC=CC=C2)(=O)C)C=CC(=C1)C1=NOC(=N1)C(F)(F)F 2-methoxy-N-(methyl(oxo)(pyridin-2-yl)-λ6-sulfaneylidene)-4-(5-(trifluoromethyl)-1,2,4-oxadiazol-3-yl)benzamide